N1CC(C(C=C1)([2H])[2H])=O Pyridin-3(2H)-one-4,4-d2